butyl (3-((3-carbamoyl-6-(dimethylamino)-5-ethylpyrazin-2-yl)amino)phenethyl)carbamate C(N)(=O)C=1C(=NC(=C(N1)CC)N(C)C)NC=1C=C(CCNC(OCCCC)=O)C=CC1